BrC1=C(C=C(C=C1)NC1=NN(C2=C1C=NC=C2)C2CCOCC2)C(F)F N-[4-bromo-3-(difluoromethyl)phenyl]-1-(oxan-4-yl)pyrazolo[4,3-c]pyridin-3-amine